Lithium 1-(2,2-difluoropropyl)-1H-1,2,4-triazole-5-carboxylate FC(CN1N=CN=C1C(=O)[O-])(C)F.[Li+]